N-(3-(N,N-bis(2,4-dimethoxybenzyl)sulfamoyl)phenyl)-2-(4,4-difluoroazepan-1-yl)-N-methylquinoline-3-carboxamide COC1=C(CN(S(=O)(=O)C=2C=C(C=CC2)N(C(=O)C=2C(=NC3=CC=CC=C3C2)N2CCC(CCC2)(F)F)C)CC2=C(C=C(C=C2)OC)OC)C=CC(=C1)OC